CN1N=C(N=C1)C=1C(=CC(=NC1)NC(C)=O)NC1=CC(=CC=C1)S(=O)(=O)C N-(5-(1-methyl-1H-1,2,4-triazol-3-yl)-4-((3-(methylsulfonyl)phenyl)amino)pyridin-2-yl)acetamide